4-bromopentyl propyloxymethyl ether C(CC)OCOCCCC(C)Br